OC1(C(C=CC2=CC=CC=C12)O)O 1-hydroxy-1,2-dihydroxynaphthalene